C(N)(=O)C1=NN(C2=CC=C(C=C12)C=1C=NNC1)CC(=O)OC(C)(C)C tert-Butyl 2-(3-carbamyl-5-(1H-pyrazol-4-yl)-1H-indazol-1-yl)acetate